6-((3S,5R)-3,5-dimethylmorpholino)quinoline-4-carboxylic acid C[C@H]1COC[C@H](N1C=1C=C2C(=CC=NC2=CC1)C(=O)O)C